tert-butyl 2-(5-fluoro-2-(4-(piperidin-1-yl)-3-((1-(2,2,2-trifluoroethyl)-1H-indazol-3-yl)carbamoyl) benzamido) phenyl)acetate FC=1C=CC(=C(C1)CC(=O)OC(C)(C)C)NC(C1=CC(=C(C=C1)N1CCCCC1)C(NC1=NN(C2=CC=CC=C12)CC(F)(F)F)=O)=O